CC(CC(C(=O)N1CC2(CC2)C[C@H]1C(=O)N[C@@H](C[C@H]1C(NCC1)=O)C(COC(F)(F)F)=O)=O)C (S)-5-(4-methyl-2-oxopentanoyl)-N-((S)-3-oxo-1-((S)-2-oxopyrrolidin-3-yl)-4-(trifluoromethoxy)butan-2-yl)-5-azaspiro[2.4]heptane-6-carboxamide